(4-((4-(3-((2-((1S)-1-((tetrahydro-2H-pyran-2-yl)oxy)ethyl)-1H-imidazol-1-yl)methyl)isoxazol-5-yl)phenyl)ethynyl)benzyl)glycine methyl ester COC(CNCC1=CC=C(C=C1)C#CC1=CC=C(C=C1)C1=CC(=NO1)CN1C(=NC=C1)[C@H](C)OC1OCCCC1)=O